2,5-dichlororesorcinol ClC1=C(O)C=C(C=C1O)Cl